N-(cyclohexylmethyl)-4-oxo-8-(trifluoromethyl)-chromene-2-carboxamide C1(CCCCC1)CNC(=O)C=1OC2=C(C=CC=C2C(C1)=O)C(F)(F)F